tert-butyl-(R)-8-(1-((1-(2-amino-2-(4-(4-methylthiazol-5-yl)phenyl)ethyl)piperidin-4-yl)methyl)piperidin-4-yl)-4-chloro-7,7-dimethylindolo[1,2-a]quinazolin-5(7H)-one C(C)(C)(C)C1=CC=C(C=2C(N=C3N(C12)C1=CC=CC(=C1C3(C)C)C3CCN(CC3)CC3CCN(CC3)C[C@@H](C3=CC=C(C=C3)C3=C(N=CS3)C)N)=O)Cl